FC(C=1C(=C(C=CC1)[C@@H](C)\N=C/1\C2=C(N(C(=N1)C)C)C=NC(=C2)/C=C/CN)F)F (E)-3-((Z)-4-(((R)-1-(3-(difluoromethyl)-2-fluorophenyl)ethyl)imino)-1,2-dimethyl-1,4-dihydropyrido[3,4-d]pyrimidin-6-yl)prop-2-en-1-amine